5-bromo-2,3-dimethylpyrazine BrC=1N=C(C(=NC1)C)C